[OH-].[Na+].[Na+].OC1=C(C(=CC(=C1)S(=O)(=O)O)S(=O)(=O)O)O.[OH-] 1,2-dihydroxybenzene-3,5-disulfonic acid disodium salt hydroxide